(1R,5S)-3-azabicyclo[3.1.0]hexan-2-one hydrochloride Cl.[C@@H]12C(NC[C@H]2C1)=O